C(#N)C1=NC2=CC(=CC(=C2N=C1N1CC=2N(CC1)C(=C(N2)C)C)[C@@H](C)NC2=C(C(=O)O)C=CC=C2)C (R)-2-((1-(2-cyano-3-(2,3-dimethyl-5,6-dihydroimidazo[1,2-a]pyrazin-7(8H)-yl)-7-methylquinoxalin-5-yl)ethyl)amino)benzoic acid